N-[4-(4-amino-5-{3-fluoro-4-[(4-methylpyrimidin-2-yl)oxy]phenyl}-7-methyl-5H-pyrrolo[3,2-d]pyrimidin-6-yl)cyclohexen-3-en-1-yl]prop-2-enamide NC=1C2=C(N=CN1)C(=C(N2C2=CC(=C(C=C2)OC2=NC=CC(=N2)C)F)C2=CC=C(CC2)NC(C=C)=O)C